ethyl (E)-3-(3-bromophenyl)acrylate BrC=1C=C(C=CC1)/C=C/C(=O)OCC